BrC1=C(C2=C(C(=C(C(=C2C(=C1F)F)F)F)F)F)F 2-Bromo-1,3,4,5,6,7,8-heptafluoronaphthalene